8-(tert-butoxycarbonyl)-3,8-diazabicyclo[3.2.1]octan C(C)(C)(C)OC(=O)N1C2CNCC1CC2